tert-butyl 4-[(15R)-15-methyl-13-oxo-11-thia-6,14,17-triazatetracyclo[8.8.0.02,7.012,18]octadeca-1(10),2(7),3,5,8,12(18)-hexaen-5-yl]-1,4-diazepane-1-carboxylate C[C@H]1NC(C=2SC=3C=CC=4N=C(C=CC4C3C2NC1)N1CCN(CCC1)C(=O)OC(C)(C)C)=O